pyruvic acid anion C(C(=O)C)(=O)[O-]